CC(=O)C(C)CCC methyl-2-n-pentyl ketone